C1(=CC=CC=C1)S(=O)(=O)OCCCCCCCCCCCC.[Na] sodium dodecyl benzenesulfonat